FC1=CC=C(C=C1)[C@@H]1[C@H](NC(O1)=O)C1=NC=CC(=C1)C#CC1=C(C=CC=C1)F (4R,5R)-5-(4-fluorophenyl)-4-(4-((2-fluorophenyl)ethynyl)-2-pyridinyl)-1,3-oxazolidin-2-one